1-ethyl-3-(3-dimethylaminopropyl)carbodiimide phosphate P(=O)(O)(O)O.C(C)N=C=NCCCN(C)C